ClC1=CC=C(C=C1)C=1C=C(C(N(N1)C1=CC=CC=C1)=O)C(=O)Cl 6-(4-chlorophenyl)-3-oxo-2-phenyl-2,3-dihydropyridazine-4-carbonyl chloride